(S)-4-((((R)-4-((S)-4-propenoyl-2-methylpiperazin-1-yl)-7-(3-hydroxynaphthalen-1-yl)-5,6,7,8-tetrahydroquinazolin-2-yl)oxy)methyl)-3-methyloxazolidin-2-one C(C=C)(=O)N1C[C@@H](N(CC1)C1=NC(=NC=2C[C@@H](CCC12)C1=CC(=CC2=CC=CC=C12)O)OC[C@@H]1N(C(OC1)=O)C)C